O1C(=CC2=C1C=CC=C2)C2C(OC1=C2C=CC=C1)=O benzofuranyl-benzofuranone